calcium picolate N1=C(C=CC=C1)C(=O)[O-].[Ca+2].N1=C(C=CC=C1)C(=O)[O-]